C(C1=CC=CC=C1)OC1CC2(COCC3=CC=CC(=C23)F)CCC1 3-(benzyloxy)-5'-fluorospiro[cyclohexane-1,4'-isochromane]